[5-[3-methoxy-5-[2-(2-methylpropanoylamino)imidazo[1,2-a]pyridin-5-yl]phenyl]-2-furyl]phosphonic acid COC=1C=C(C=C(C1)C1=CC=CC=2N1C=C(N2)NC(C(C)C)=O)C2=CC=C(O2)P(O)(O)=O